OC=1N(N=C2CCC(CC12)N1CCN(CC1)C(=O)NC1=CC=CC=C1)C1=NC=CC=C1 4-(3-Hydroxy-2-(pyridin-2-yl)-4,5,6,7-tetrahydro-2H-indazol-5-yl)-N-phenylpiperazin-1-carboxamide